COC(=O)[C@H]1NC(CNC1)=O.NC=1C=C2C=CN(C2=CC1)C(C)=O 1-(5-Aminoindol-1-yl)ethan-1-one methyl-(S)-6-oxopiperazine-2-carboxylate